[O-2].[Eu+3].[Ca+2] calcium-europium-oxide